ClC1=C(C=CC(=C1)C=1C=NNC1)C1=NN=C(S1)N1C[C@H]2[C@@H](C1)CN(C2)C(=O)OC(C)(C)C (3aR,6aS)-tert-Butyl 5-(5-(2-chloro-4-(1H-pyrazol-4-yl)phenyl)-1,3,4-thiadiazol-2-yl)hexahydropyrrolo[3,4-c]pyrrole-2(1H)-carboxylate